tert-Butyl N-[[2-[4-[(5-Cyclopentyl-1H-pyrazol-3-yl)amino]pyrimidin-2-yl]-2-azabicyclo[2.2.1]heptan-4-yl]methyl]carbamate C1(CCCC1)C1=CC(=NN1)NC1=NC(=NC=C1)N1C2CCC(C1)(C2)CNC(OC(C)(C)C)=O